FC=1C=C2NC(C(NC2=C(C1)C)=NNC(CC)=O)(C)C propionic acid (6-fluoro-3,3,8-trimethyl-3,4-dihydro-1H-quinoxalin-2-ylidene)-hydrazide